FC1=C(C=CC=C1)C1=NC=2C(=C3C(=NC2)NC=C3)N1C=1C=NN(C1)CCC#N 3-(4-(2-(2-Fluorophenyl)imidazo[4,5-d]pyrrolo[2,3-b]pyridin-1(6H)-yl)-1H-pyrazol-1-yl)propanenitrile